FC=1C(=C(C=CC1F)C(=O)N1CC(C1)([C@H]1NCCCC1)O)NC1=C(C=C(C=C1)I)F [3,4-difluoro-2-(2-fluoro-4-iodoanilino)phenyl](3-hydroxy-3-[(2S)-piperidin-2-yl]azetidin-1-yl)methanone